ClC1=C(C=C(C=C1)C1CCN(CC1)C(CN1N=C(C2=C1CCC2)C(=O)N2C[C@H](O[C@H](C2)C)C)=O)C 1-[4-(4-chloro-3-methylphenyl)piperidin-1-yl]-2-{3-[(2R,6S)-2,6-dimethylmorpholine-4-carbonyl]-5,6-dihydrocyclopenta[c]pyrazol-1(4H)-yl}ethan-1-one